decenylamine ethyl-8-bromo-3,4-dihydro-2H-benzo[b][1,4]oxazine-2-carboxylate C(C)OC(=O)C1CNC2=C(O1)C(=CC=C2)Br.C(=CCCCCCCCC)N